(S)-3-amino-2-(4-chlorophenyl)propionic acid NC[C@@H](C(=O)O)C1=CC=C(C=C1)Cl